N-(3-chloro-5-(methylsulfonamido)phenyl)-4-(5-(3,3-difluoroazetidin-1-yl)pyrimidin-2-yl)thiophene-2-carboxamide ClC=1C=C(C=C(C1)NS(=O)(=O)C)NC(=O)C=1SC=C(C1)C1=NC=C(C=N1)N1CC(C1)(F)F